C(=C)[Si]1(O[Si](O[Si](O[Si](O[Si](O1)(C)C=C)(C)C=C)(C)C=C)(C)C=C)C 2,4,6,8,10-pentavinyl-2,4,6,8,10-pentamethylcyclopentasiloxane